C(C)(=O)OC=1C(=C(C(=CC1)O)C)OC(C)=O diacetoxycresol